FC(C=1N=C2N(C(=CC=C2)NC2CCC(CC2)NC(C2=CC=C(C=C2)N2C=NN=C2)=O)C1)(F)F N-[(1s,4s)-4-{[2-(trifluoromethyl)imidazo[1,2-a]pyridin-5-yl]amino}cyclohexyl]-4-(4H-1,2,4-triazol-4-yl)benzamide